S1C(=NC2=C1C=CC=C2)C2=C(C=CC(=C2)[N+](=O)[O-])NC(C=CC2=CC=CC=C2)=O N-(2-(benzo[d]thiazol-2-yl)-4-nitrophenyl)cinnamamide